C(CCCCC)OC(CCCCC)O hexoxyhexanol